FC(OC1=CC=C(C=C1)C=1OC=2N=C3N(C(C2N1)=O)CCCC3)(F)F 2-(4-(trifluoromethoxy)phenyl)-5,6,7,8-tetrahydro-10H-oxazolo[5,4-d]pyrido[1,2-a]pyrimidin-10-one